N1=CC=NC12CCN(CC2)C(=O)[O-] 1,4,8-triazaspiro[4.5]decane-1,3-diene-8-carboxylate